1-fluoro-9,10-bis(acetyloxy)anthracene dimethyl-(S)-2-((tert-butoxycarbonyl)amino)-4-methylenepentanedioate COC([C@H](CC(C(=O)OC)=C)NC(=O)OC(C)(C)C)=O.FC1=CC=CC2=C(C3=CC=CC=C3C(=C12)OC(C)=O)OC(C)=O